C(C)(C)(C)OC(=O)N1CCC(CC1)C=1C(=C2CCN(C2=CC1F)[C@@H]1C(NC(CC1)=O)=O)F.ClC=1C(=C(CNC(CN[C@@H](CO)C)=O)C=CC1)F (R)-N-(3-chloro-2-fluorobenzyl)-2-((1-hydroxypropan-2-yl)amino)acetamide tert-butyl-(S)-4-(1-(2,6-dioxopiperidin-3-yl)-4,6-difluoroindolin-5-yl)piperidine-1-carboxylate